((2-amino-5-((4-nitrophenyl)diazenyl)-1,4-phenylene)bis(oxy))bis(ethane-2,1-diyl) diacetate C(C)(=O)OCCOC1=CC(=C(C=C1N=NC1=CC=C(C=C1)[N+](=O)[O-])OCCOC(C)=O)N